C(CCCNCCCN)NCCCN N1,N1'-(Butane-1,4-Diyl)Bis(Propane-1,3-Diamine)